N-[(6-Amino-2-pyridyl)sulfonyl]-2-(7-azaspiro[2.5]octan-7-yl)-6-(6-isopropoxy-3-pyridyl)pyridin-3-carboxamid NC1=CC=CC(=N1)S(=O)(=O)NC(=O)C=1C(=NC(=CC1)C=1C=NC(=CC1)OC(C)C)N1CCCC2(CC2)C1